4-(5-((3aR,5s,6aS)-5-amino-5-methylhexahydrocyclopenta[c]pyrrol-2(1H)-yl)pyrazin-2-yl)-6-(2-hydroxy-2-methylpropoxy)pyrazolo[1,5-a]pyridine-3-carbonitrile NC1(C[C@@H]2[C@@H](CN(C2)C=2N=CC(=NC2)C=2C=3N(C=C(C2)OCC(C)(C)O)N=CC3C#N)C1)C